2-(3-{[4-(Benzyloxy)-2-methylphenyl]amino}phenoxy)acetic acid C(C1=CC=CC=C1)OC1=CC(=C(C=C1)NC=1C=C(OCC(=O)O)C=CC1)C